C(C1CO1)OCCC[Si](OC)(OC)OC gamma-glycidoxypropyltri-METHOXY-silane